1-(p-Chlorophenyl)-3-cyanoguanidin ClC1=CC=C(C=C1)NC(=N)NC#N